aluminum titanium zirconium tantalum hafnium [Hf].[Ta].[Zr].[Ti].[Al]